O=C1N(CC2=CC(=CC=C12)N1CCNCC1)C1CNCCC1 3-(1-oxo-5-(piperazin-1-yl)isoindol-2-yl)piperidine